5-[3-chloro-1-(2-fluorophenyl)propyl]-1H-1,2,4-triazole-3-carboxylic acid ethyl ester C(C)OC(=O)C1=NNC(=N1)C(CCCl)C1=C(C=CC=C1)F